ClC=1C=C(C=CC1F)NC(NCCCN1N=C2C=CC=CC2=C1C(=O)N)=O 2-(3-(3-(3-chloro-4-fluorophenyl)ureido)propyl)-2H-indazole-3-carboxamide